FC1=NC=CC=C1C=1C=NC=2CCN(CC2C1)C=1C(=CC=2N(N1)C(C=C(N2)C)=O)C 7-(3-(2-fluoropyridin-3-yl)-7,8-dihydro-1,6-naphthyridin-6(5H)-yl)-2,8-dimethyl-4H-pyrimido[1,2-b]pyridazin-4-one